(R)-1-(4-fluorophenyl)-5-(3-methyl-4-((1-(tetrahydro-2H-pyran-4-yl)-1H-pyrazol-4-yl)sulfonyl)piperazin-1-yl)-1H-indazole FC1=CC=C(C=C1)N1N=CC2=CC(=CC=C12)N1C[C@H](N(CC1)S(=O)(=O)C=1C=NN(C1)C1CCOCC1)C